ClC1=C(C=CC=C1)N1C(C2=CC(=C(C=C2[C@@H](C1)C(C)C)N1N=C(N(C1=O)CC)CO)F)=O |o1:15| (S*)-2-(2-Chlorophenyl)-6-(4-ethyl-3-(hydroxymethyl)-5-oxo-4,5-dihydro-1H-1,2,4-triazol-1-yl)-7-fluoro-4-isopropyl-3,4-dihydroisoquinolin-1(2H)-one